FC(C1=NC(=NO1)C1=CC=C(C=C1)NC(C=C)=O)(F)F N-{4-[5-(trifluoromethyl)-1,2,4-oxadiazol-3-yl]phenyl}propenamide